C[C@@H](C(CP(OC)(OC)=O)=O)CCCC1=CC=CC=C1 (R)-Dimethyl (3-methyl-2-oxo-6-phenylhexyl)phosphonate